C(C#C)O\N=C(/COC1=CC(=NN1C)C(F)(F)F)\C1=C(C=C(C(=C1)F)Cl)Cl (Z)-2-((1-methyl-3-trifluoromethyl-1H-pyrazol-5-yl)oxy)-1-(2,4-dichloro-5-fluorophenyl)ethan-1-one-O-propargyl oxime